4-(1-oxo-2-methyl-2-propenyl)-morpholin O=C(C(=C)C)N1CCOCC1